CN[C@@H](CCCN\C(\N)=N\[H])C(=O)O monomethyl-E-arginine